P(=O)(O)(O)O.FC=1C=C(C=CC1C=1C=NC(=CC1)C=1N=NN(N1)C1CC1)N1C(O[C@@H](C1)C(CC)O)=O (S)-3-(3-fluoro-4-(6-(2-cyclopropyl-2H-tetrazol-5-yl)pyridin-3-yl)phenyl)-5-(1-hydroxypropyl)oxazolidin-2-one phosphate